C(C)(=O)N[C@@]1(C(OC(C)=O)O[C@@H]([C@H]([C@@H]1OC(C)=O)F)COC(C)=O)O 2-acetamido-1,3,6-tri-O-acetyl-4-deoxy-4-fluoro-D-glucopyranose